CC(C=O)CC1=CC=C(C=C1)C(C)(C)C 2-methyl-3-(4-tert-butylphenyl)-propanal